N1C=CC2=CC(=CC=C12)OC=1C=C(C=CC1)C=1NC(=CN1)C(O)C1=CC=NN1C (2-(3-((1H-indol-5-yl)oxy)phenyl)-1H-imidazol-5-yl)(1-methyl-1H-pyrazol-5-yl)methanol